1-(4-(6-chloro-8-fluoro-7-(2-fluoro-6-hydroxyphenyl)-2-(1-isopropyl-piperidin-3-ylamino)quinazolin-4-yl)piperazin-1-yl)prop-2-en-1-one ClC=1C=C2C(=NC(=NC2=C(C1C1=C(C=CC=C1O)F)F)NC1CN(CCC1)C(C)C)N1CCN(CC1)C(C=C)=O